α,β-D-galactopyranose OC1[C@H](O)[C@@H](O)[C@@H](O)[C@H](O1)CO